(1S,2S)-N-[3-(4-cyclobutoxy-2-methoxypyridin-3-yl)-1H-pyrrolo[2,3-b]pyridin-6-yl]-2-[(dimethylamino)methyl]cyclopropane-1-carboxamide C1(CCC1)OC1=C(C(=NC=C1)OC)C1=CNC2=NC(=CC=C21)NC(=O)[C@@H]2[C@H](C2)CN(C)C